OC1(CC2(CN(C2)C(=O)OC(C)(C)C)C1)C(=C)C tert-butyl 6-hydroxy-6-(prop-1-en-2-yl)-2-azaspiro[3.3]heptane-2-carboxylate